P(OC1=CC=CC=C1)(OC1=CC=CC=C1)OC1=CC=C(C=C1)O diphenyl (p-hydroxyphenyl) phosphite